FC1=C2C=CC(=NC2=CC(=C1O)OC)C(=O)Cl 5-fluoro-6-hydroxy-7-methoxyquinoline-2-carbonyl chloride